OC1C(CN(CC1)C1=CC=CC(=N1)C1=NC2=CC(=NC=C2C=C1)CNC(C1=CC(=C(C=C1)C)S(=O)(=O)C)=O)C N-((2-(6-(4-hydroxy-3-methylpiperidin-1-yl)pyridin-2-yl)-1,6-naphthyridin-7-yl)methyl)-4-methyl-3-(methylsulfonyl)benzamide